BrN1[C@@H](CCC1)C(=O)O bromoproline